C(C([C@H]([C@@H]([C@@H](CC(C(=O)[O-])C(C)=O)C(C(=O)[O-])C(C)=O)C(C(=O)[O-])C(C)=O)C(C(=O)[O-])C(C)=O)C(C(=O)[O-])C(C)=O)[C@@H](C(=O)[O-])C(C)=O (2R,3R,4R,5R)-hexane-1,2,3,4,5,6-hexa-yl-hexa(3-oxobutyrate)